5-bromo-6-methylpyrimidine-4-carbaldehyde BrC=1C(=NC=NC1C)C=O